O(C1=CC=CC=C1)C1OOC1 Phenoxy-1,2-dioxetane